NC1=C2C(=NN1C(=O)OCC)C(N(C2)C(=O)OC(C)(C)C)(C)C 5-(tert-butyl) 2-ethyl 3-amino-6,6-dimethylpyrrolo[3,4-c]pyrazole-2,5(4H,6H)-dicarboxylate